(S)-1-(5-((3,4-dihydro-2H-benzo[b][1,4]oxazin-6-yl)sulfonyl)-3,4,5,6-tetrahydropyrrolo[3,4-c]pyrrol-2(1H)-yl)-3-hydroxy-2-phenylpropan-1-one O1C2=C(NCC1)C=C(C=C2)S(=O)(=O)N2CC1=C(C2)CN(C1)C([C@H](CO)C1=CC=CC=C1)=O